3-BUTOXY-4-METHOXYPHENYLBORONIC ACID C(CCC)OC=1C=C(C=CC1OC)B(O)O